[3-(dimethylamino) propyl]-2-methyl-7-oxo-9-{6-[(1-oxooctadecyl) oxy] hexyl}-2,6-diaza-8-oxapentadecan-15-yl octadecanoate C(CCCCCCCCCCCCCCCCC)(=O)OC(CCCCCC(OC(NCCCN(C)C)=O)CCCCCCOC(CCCCCCCCCCCCCCCCC)=O)CCCN(C)C